7-(2-fluoro-3-(1-(1-(pyridin-4-yl)ethyl)-1H-pyrazol-4-yl)phenyl)-[1,2,4]triazolo[1,5-a]pyridin-2-amine FC1=C(C=CC=C1C=1C=NN(C1)C(C)C1=CC=NC=C1)C1=CC=2N(C=C1)N=C(N2)N